2-(5,5-dimethyl-4H-isoxazol-3-yl)-1,3-dimethyl-isothiourea CC1(CC(=NO1)SC(NC)=NC)C